OC[C@@H](C(C)(C)OC)NC(OC(C)(C)C)=O tert-butyl (S)-(1-hydroxy-3-methoxy-3-methylbutan-2-yl)carbamate